C(C)(C)(C)OC(=O)N[C@H]1CSC2=C(N(C1=O)CC1=CC=C(C=C1)Cl)C=C(C(=C2)F)C2=NOC(=N2)C2(CCN(CC2)C(=O)OCC2=CC=CC=C2)C benzyl 4-[3-[(3R)-3-(tert-butoxycarbonylamino)-5-[(4-chlorophenyl)methyl]-8-fluoro-4-oxo-2,3-dihydro-1,5-benzothiazepin-7-yl]-1,2,4-oxadiazol-5-yl]-4-methyl-piperidine-1-carboxylate